C(C)(=O)CCC1=NC=C(C=N1)C(C)=O 2,5-diacetylethylpyrimidine